γ-glutamylvalylglycine N[C@@H](CCC(=O)N[C@@H](C(C)C)C(=O)NCC(=O)O)C(=O)O